tert-butyl (1R,5S)-3-{5-nitro-6-[(pyridin-4-yl)amino]pyridin-2-yl}-3,8-diazabicyclo[3.2.1]octane-8-carboxylate [N+](=O)([O-])C=1C=CC(=NC1NC1=CC=NC=C1)N1C[C@H]2CC[C@@H](C1)N2C(=O)OC(C)(C)C